1,1'-[1,4-phenylenebis(methylene)]bis(1-pyridinium) Dibromide [Br-].[Br-].C1(=CC=C(C=C1)C[N+]1=CC=CC=C1)C[N+]1=CC=CC=C1